C(C(=O)CCCCCCCCCC(N)N)(=O)CCCCCCCCCC(N)N oxalyl-di-decanediamine